NC(COCCCN1C(CN(CC1)C1=NC=C(C=N1)C(F)(F)F)=O)C 1-(3-(2-aminopropoxy)propyl)-4-(5-(trifluoromethyl)pyrimidin-2-yl)piperazin-2-one